pimeloate C(CCCCCC(=O)[O-])(=O)[O-]